F[C@@H]1CN(CC[C@@H]1OCCOC)C1=NC=CC(=N1)NC=1N=CC2=C(C=CC(=C2C1)C(C)C)N1[C@@H]([C@H](C1)CS(=O)(=O)C)C N-{2-[(3R,4S)-3-fluoro-4-(2-methoxyethoxy)piperidin-1-yl]pyrimidin-4-yl}-8-[(2R,3S)-3-(methanesulfonylmeth-yl)-2-methylazetidin-1-yl]-5-(propan-2-yl)isoquinolin-3-amine